C1(CC1)C1=C(C=NO1)C=C 5-cyclopropyl-4-ethenylisoxazole